1-ethoxy-2,3-propanediol dinitrate [N+](=O)([O-])OC(COCC)CO[N+](=O)[O-]